F[C@H](C(=O)NC=1N=CC2=C(N=CC(=C2C1)C1=NN2C(C=CC(=C2)N2CCOCC2)=N1)NC)C (S)-2-fluoro-N-(8-(methylamino)-5-(6-morpholino-[1,2,4]triazolo[1,5-a]pyridin-2-yl)-2,7-naphthyridin-3-yl)propanamide